C1(CC1)C1=CC(=NC=2N1C=C(N2)C2=C(C=C(C=C2)N2C[C@H](CC2)C(=O)OC)F)C(=O)N2[C@@H](C1=CC=CC=C1CC2)C Methyl (3S)-1-(4-{5-cyclopropyl-7-[(1R)-1-methyl-1,2,3,4-tetrahydroisoquinoline-2-carbonyl]imidazo[1,2-a]pyrimidin-2-yl}-3-fluorophenyl)pyrrolidine-3-carboxylate